n-butylsulfonyl-ferulic acid C(CCC)S(=O)(=O)/C(/C(=O)O)=C\C1=CC(OC)=C(O)C=C1